(2R,4R)-6-chloro-N-{(2S)-4-[2-(4-chloro-3-fluorophenoxy)acetamido]-2-hydroxybicyclo[2.2.2]octan-1-yl}-4-hydroxy-3,4-dihydro-2H-1-benzopyran-2-carboxamide ClC=1C=CC2=C([C@@H](C[C@@H](O2)C(=O)NC23[C@H](CC(CC2)(CC3)NC(COC3=CC(=C(C=C3)Cl)F)=O)O)O)C1